OCC1(OCCC(C1O)O)O 2-hydroxymethyl-tetrahydropyran-triol